tert-Butyl 3-[[[3-(2-chloro-6-methyl-4-pyridyl)-2-(3-cyanophenyl)pyrazolo[1,5-a]pyrimidine-5-carbonyl]amino]methyl]-3-hydroxy-pyrrolidine-1-carboxylate ClC1=NC(=CC(=C1)C=1C(=NN2C1N=C(C=C2)C(=O)NCC2(CN(CC2)C(=O)OC(C)(C)C)O)C2=CC(=CC=C2)C#N)C